1,2,4-tri-hydroxybenzene OC1=C(C=C(C=C1)O)O